FC=1C(=CC(=NC1)OC)C1=CC(=NN1)C(=O)N1CCC(CC1)C(=O)NC1CCC2(CCCN2)CC1 1-[5-(5-fluoro-2-methoxypyridin-4-yl)-1H-pyrazole-3-carbonyl]-N-[(5s,8r*)-1-azaspiro[4.5]decan-8-yl]piperidine-4-carboxamide